OCCC=1C(=C(O)C=CC1O)CCO bis-(2-hydroxy-ethyl)-hydroquinone